N,N'-Bis-(1,4-dimethylpentyl)-p-phenylendiamin CC(CCC(C)C)NC1=CC=C(C=C1)NC(CCC(C)C)C